C(#N)C1(CC2(CC2)C1)C=1N=C2CCCN(C2=CC1)C(=O)OC(C)(C)C tert-butyl 6-(5-cyanospiro[2.3]hexan-5-yl)-3,4-dihydro-1,5-naphthyridine-1(2H)-carboxylate